C(C)(C)(C)OC(=O)N1C[C@@H]2COC=3C(=C(C4=CN(N=C4C3C(N2CC1)=O)C)Br)Cl (7AR)-4-bromo-5-chloro-2-methyl-13-oxo-2,7a,8,10,11,13-hexahydropyrazino[2',1':3,4][1,4]oxazepino[7,6-g]indazole-9(7H)-carboxylic acid tert-butyl ester